CC1=C2[C@@H](C[C@H]1C3=COC=C3)O[C@H]4[C@@]2([C@@H]([C@@]5([C@@H]([C@H]4OC(=O)C)[C@](C=CC5=O)(C)C(=O)OC)C)CC(=O)OC)C The molecule is a limonoid found in Azadirachta indica. It has a role as a plant metabolite and a pesticide. It is an acetate ester, a limonoid, a member of furans, a cyclic terpene ketone, an enone, a tetracyclic triterpenoid and a methyl ester.